(1R,3R,5R)-N-((R)-(2,5-difluoro-4-(trifluoromethyl)phenyl)(oxetan-3-yl)methyl)-2-(3,5-dimethylisoxazole-4-carbonyl)-2-azabicyclo[3.1.0]hexane-3-carboxamide FC1=C(C=C(C(=C1)C(F)(F)F)F)[C@H](NC(=O)[C@@H]1N([C@@H]2C[C@@H]2C1)C(=O)C=1C(=NOC1C)C)C1COC1